COC(C)(N(C)C)OC N,N-dimethylacetamide dimethyl acetal